(4-(6-((4-cyano-2-fluorobenzyl)oxy)pyridin-2-yl)-2,5-difluorobenzyl)-4-iodo-1-(2-methoxyethyl)-1H-benzo[d]imidazole-6-carboxylic acid methyl ester COC(=O)C=1C=C(C2=C(N(C(=N2)CC2=C(C=C(C(=C2)F)C2=NC(=CC=C2)OCC2=C(C=C(C=C2)C#N)F)F)CCOC)C1)I